3-[3-methyl-5-[methyl(4-piperidyl)amino]-2-oxo-benzimidazol-1-yl]piperidine-2,6-dione hydrochloride Cl.CN1C(N(C2=C1C=C(C=C2)N(C2CCNCC2)C)C2C(NC(CC2)=O)=O)=O